BrCC1=CC(=C(C#N)C=C1OC)F 4-(bromomethyl)-2-fluoro-5-methoxybenzonitrile